3-((4-methoxyphenyl)ethynyl)-1H-pyrrole-2,4-dicarboxylic acid diethyl ester C(C)OC(=O)C=1NC=C(C1C#CC1=CC=C(C=C1)OC)C(=O)OCC